CN1CC(C1)(C)[C@@](C=1C=NC=C(C#N)C1)(C1=CC=C(C=C1)C1(CC1)C(F)(F)F)O 5-{(R)-(1,3-dimethyl-azetidin-3-yl)-hydroxy-[4-(1-trifluoromethyl-cyclopropyl)-phenyl]-methyl}-nicotinonitrile